ClC1=CC=C2C(=NC(N(C2=C1)CC=1N=CN(C1)COCC[Si](C)(C)C)=O)NC 7-chloro-4-(methylamino)-1-((1-((2-(trimethylsilyl)ethoxy)methyl)-1H-imidazol-4-yl)methyl)quinazolin-2(1H)-one